C(C)C1(C2CC3CC(CC1C3)C2)OC(=O)C2C3C=CC(C2)C3 5-(2-ethyl-2-adamantyloxycarbonyl)-bicyclo[2.2.1]hept-2-ene